4-phenyl-1,2-benzopyrone C1=CC=C(C=C1)C2=CC(=O)OC3=CC=CC=C32